[N+](=O)([O-])C=1C=C(C=CC1)S(=O)(=O)C1=CC=CC=C1 (3-Nitrophenyl)-sulfonylbenzene